(2R)-N-[[3-amino-5-(3,5-difluorophenyl)-6-[3-methylimidazo[1,2-a]pyridin-6-yl]pyrazin-2-yl]methyl]-1-methylpyrrolidine-2-carboxamide NC=1C(=NC(=C(N1)C1=CC(=CC(=C1)F)F)C=1C=CC=2N(C1)C(=CN2)C)CNC(=O)[C@@H]2N(CCC2)C